6,7-dichloro-2-methyl-3,4-dihydropyrazino[1,2-a]indol-1(2H)-one ClC1=C(C=CC=2C=C3N(C12)CCN(C3=O)C)Cl